CC1(O[C@H]2[C@@H](O1)C(C[C@@H]2C=C2CN(C2)C(=O)OC(C)(C)C)=O)C tert-Butyl 3-(((3aR,4R,6aR)-2,2-dimethyl-6-oxotetrahydro-4H-cyclopenta[d][1,3]dioxol-4-yl)methylene)azetidine-1-carboxylate